lauryl-urethane (E)-2-methoxy-4-[(8-methylnon-6-enamido)methyl]phenyl-piperidine-2-carboxylate COC1=C(C=CC(=C1)CNC(CCCC\C=C\C(C)C)=O)OC(=O)C1NCCCC1.C(CCCCCCCCCCC)NC(=O)OCC